tert-butyl (2-(2-(4-((2-(3,4-dichlorophenyl)thiazol-4-yl)carbamoyl)piperazin-1-yl)ethoxy)ethyl)carbamate ClC=1C=C(C=CC1Cl)C=1SC=C(N1)NC(=O)N1CCN(CC1)CCOCCNC(OC(C)(C)C)=O